tert-Butyl (1S,4S)-5-[4-[4-(cyclopropylmethoxy)-2-fluoro-3-(2-trimethylsilylethynyl)anilino]pyrido[3,2-d]pyrimidin-6-yl]-2,5-diazabicyclo[2.2.1]heptane-2-carboxylate C1(CC1)COC1=C(C(=C(NC=2C3=C(N=CN2)C=CC(=N3)N3[C@@H]2CN([C@H](C3)C2)C(=O)OC(C)(C)C)C=C1)F)C#C[Si](C)(C)C